(S)-5-((methoxycarbonyl)-L-valyl)-5-azaspiro[2.4]heptan COC(=O)N[C@@H](C(C)C)C(=O)N1CC2(CC2)CC1